NC1CC(C1)OC=1C(=NC=CC1)C1=CC(=NN1)NC=1N=CC(=NC1)C#N 5-((5-(3-((1r,3r)-3-aminocyclobutoxy)pyridin-2-yl)-1H-pyrazol-3-yl)amino)pyrazine-2-carbonitrile